isopropoxy ether C(C)(C)OOOC(C)C